CC1(CCC=2C(=NNC2C1)C=1NC2=CC(=CC=C2C1)C(=O)N1CCN(CC1)CC1CCN(CC1)C1=CC=C(C=C1)[C@@H]1C(NC(CC1)=O)=O)C (3R)-3-{4-[4-({4-[2-(6,6-dimethyl-1,4,5,7-tetrahydroindazol-3-yl)-1H-indole-6-carbonyl]piperazin-1-yl}methyl)piperidin-1-yl]phenyl}piperidine-2,6-dione